1-{5-[3-(1H-1,3-benzo-diazol-6-yl)-1,2,4-oxadiazol-5-yl]-1H-1,2,3-benzotriazol-1-yl}-2-methylpropan-2-ol N1C=NC2=C1C=C(C=C2)C2=NOC(=N2)C2=CC1=C(N(N=N1)CC(C)(O)C)C=C2